FC(CC=1C=CC(=NC1)C1=CC(=C2C=NC(=NN21)N[C@H]2[C@@H](CN(CC2)C(=O)OC(C)(C)C)O)F)F tert-butyl (3r,4r)-4-({7-[5-(2,2-difluoroethyl) pyridin-2-yl]-5-fluoropyrrolo[2,1-f][1,2,4]triazin-2-yl} amino)-3-hydroxypiperidine-1-carboxylate